NC=1C=C(SC1)CCCC 4-Amino-2-butyl-1H-thiophene